2-[[4-bromo-6-(2,2-dimethylpropylsulfonyl)benzimidazol-1-yl]methoxy]ethyl-trimethyl-silane BrC1=CC(=CC=2N(C=NC21)COCC[Si](C)(C)C)S(=O)(=O)CC(C)(C)C